OCCCCCC1NCCC2=CC(=CC=C12)NC1=NC=C(C(=N1)C=1C=NN(C1)C(C)C)F hydroxypentyl-N-(4-(1-isopropyl-1H-pyrazol-4-yl)5-fluoropyrimidin-2-yl)-1,2,3,4-tetrahydroisoquinolin-6-amine